C(C)OC1=CC=C(C=C1)C1=CC=C(C(=N1)N1CCC(CC1)C)C(=O)NS(=O)(=O)C1=CC=NN1 6-(4-Ethoxyphenyl)-2-(4-methyl-1-piperidyl)-N-(1H-pyrazol-5-ylsulfonyl)pyridin-3-carboxamid